(phenyldibenzoselenophenyl)(diphenyltriazinyl)terphenyl C1(=CC=CC=C1)C1=C(C2=C([Se]C3=C2C=CC=C3)C=C1)C=1C(=C(C=CC1)C=1C(=CC=CC1)C1=CC=CC=C1)C1=NN=NC(=C1C1=CC=CC=C1)C1=CC=CC=C1